2-[1-(2-hydroxy-3,5-di-tert-pentylphenyl) ethyl]-4,6-di-tert-pentylphenylacrylate OC1=C(C=C(C=C1C(C)(C)CC)C(C)(C)CC)C(C)C1=C(C(=CC(=C1)C(C)(C)CC)C(C)(C)CC)OC(C=C)=O